6-(2-(benzoyloxyimino)hexanoyl)-9-ethyl-9H-carbazole C(C1=CC=CC=C1)(=O)ON=C(C(=O)C=1C=C2C=3C=CC=CC3N(C2=CC1)CC)CCCC